O[C@H](CN1N=C(C=C1)S(=O)(=O)NC(NC1=C2CCCC2=CC(=C1C1=CC=2N(C=C1)N=CC2)C)=O)C (S)-1-(2-hydroxypropyl)-N-((6-methyl-5-(pyrazolo[1,5-a]pyridin-5-yl)-2,3-dihydro-1H-inden-4-yl)carbamoyl)-1H-pyrazole-3-sulfonamide